3-(5-(7-aminohept-1-yn-1-yl)-1-oxoisoindolin-2-yl)piperidine-2,6-dione NCCCCCC#CC=1C=C2CN(C(C2=CC1)=O)C1C(NC(CC1)=O)=O